[Te].[Au] Gold-Tellurium